(±)-1-((2-(3-Fluoropyrrolidin-1-yl)pyridin-4-yl)methyl)-3-(2-(1-(trifluoromethyl)cyclopropyl)ethyl)urea F[C@H]1CN(CC1)C1=NC=CC(=C1)CNC(=O)NCCC1(CC1)C(F)(F)F |r|